1-(4-{[2-(3-{[2-(difluoromethoxy)-4-methanesulfonylphenyl]amino}prop-1-yn-1-yl)-1-(2,2,2-trifluoroethyl)-1H-indol-4-yl]amino}piperidin-1-yl)-3-methoxypropan-2-ol FC(OC1=C(C=CC(=C1)S(=O)(=O)C)NCC#CC=1N(C2=CC=CC(=C2C1)NC1CCN(CC1)CC(COC)O)CC(F)(F)F)F